CSC1=CC=C(C=C1)C1=C(N=C(O1)CNC(CCC=C)=O)C(=O)OCC#N Cyanomethyl 5-(4-(Methylthio)phenyl)-2-(pent-4-enamidomethyl)oxazole-4-carboxylate